N-methylsulfonyl-6-[2-(3-pyridinyl)thiazol-5-yl]pyridin-2-carboxamide CS(=O)(=O)NC(=O)C1=NC(=CC=C1)C1=CN=C(S1)C=1C=NC=CC1